C([C@H](O)[C@@H](O)C(=O)O)(=O)O.O[C@@H](C(=O)O)[C@H](C(=O)O)O (2R,3R)-2,3-dihydroxysuccinic acid (L-(+)-tartaric acid) salt